4-((4-(2-(2,6-dioxopiperidin-3-yl)-1,3-dioxoisoindolin-4-yl)piperazin-1-yl)methyl)-N-((1R,3R)-3-((5-propylpyrazolo[1,5-a]pyrimidin-7-yl)amino)cyclopentyl)benzamide O=C1NC(CCC1N1C(C2=CC=CC(=C2C1=O)N1CCN(CC1)CC1=CC=C(C(=O)N[C@H]2C[C@@H](CC2)NC2=CC(=NC=3N2N=CC3)CCC)C=C1)=O)=O